(propylsulfonyloxy-imino)-propylacetonitrile C(CC)S(=O)(=O)ON=C(C#N)CCC